N-(4-carbamoyl-2,2-difluoro-6-methyl-1,3-benzodioxol-5-yl)-2-(3-chloro-2-pyridyl)-5-[[4-(trifluoromethyl)triazol-1-yl]methyl]pyrazole-3-carboxamide C(N)(=O)C1=C(C(=CC=2OC(OC21)(F)F)C)NC(=O)C=2N(N=C(C2)CN2N=NC(=C2)C(F)(F)F)C2=NC=CC=C2Cl